FC1=C(OC2CCNCC2)C(=CC=C1)F 4-(2,6-difluorophenoxy)piperidine